(S)-6-(6-Chloro-5-fluoro-2-oxo-1,2-dihydrospiro[benzo[d][1,3]oxazine-4,3'-pyrrolidin]-1'-yl)-N-(4-(1-methylpyrrolidin-2-yl)benzyl)pyridazine-4-carboxamide ClC1=C(C2=C(NC(OC23CN(CC3)C3=CC(=CN=N3)C(=O)NCC3=CC=C(C=C3)[C@H]3N(CCC3)C)=O)C=C1)F